3-(3-(3-ethoxyphenyl)-5-methyl-4-thiazolinonyl)-N-(4-phenylbutyl)benzamide C(C)OC=1C=C(C=CC1)N1C(SC(=C1C=1C=C(C(=O)NCCCCC2=CC=CC=C2)C=CC1)C)=O